((1s,3s)-3-Hydroxy-3-methylcyclobutyl)(6-(5-methyl-2-(trifluoromethyl)benzyl)-2-azaspiro[3.3]heptan-2-yl)methanon OC1(CC(C1)C(=O)N1CC2(C1)CC(C2)CC2=C(C=CC(=C2)C)C(F)(F)F)C